Butyl (4-((difluoromethoxy)methyl)-1,2,5-oxadiazole-3-carbonyl)(phenyl)carbamate FC(OCC=1C(=NON1)C(=O)N(C(OCCCC)=O)C1=CC=CC=C1)F